Tert-butyl (S,Z)-(((tert-butoxycarbonyl)amino)(2-(3-(6-(2-oxo-2-phenylethoxy)naphthalen-2-yl)-1,2,4-oxadiazol-5-yl)pyrrolidin-1-yl)methylene)carbamate C(C)(C)(C)OC(=O)N/C(/N1[C@@H](CCC1)C1=NC(=NO1)C1=CC2=CC=C(C=C2C=C1)OCC(C1=CC=CC=C1)=O)=N/C(OC(C)(C)C)=O